C1(=CC=CC=C1)C=1C(=CNC1)C1=NC(=NC=C1C(F)(F)F)N[C@@H]1CNCCC1 4-(4-phenyl-1H-pyrrol-3-yl)-N-[(3S)-piperidin-3-yl]-5-(trifluoromethyl)pyrimidin-2-amine